N1(CCCCC1)C1=CC=C(OC2=CN=C(S2)N)C=C1 5-(4-(piperidin-1-yl)phenoxy)thiazol-2-amine